icosenylamine C(=CCCCCCCCCCCCCCCCCCC)N